diethoxy(3-glycidoxypropyl)silane C(C)O[SiH](CCCOCC1CO1)OCC